tert-Butyl (1-(4-((3,4-dichloro-2-fluorophenyl)amino)pyrido[3,2-d]pyrimidin-6-yl)pyrrolidin-3-yl)carbamate ClC=1C(=C(C=CC1Cl)NC=1C2=C(N=CN1)C=CC(=N2)N2CC(CC2)NC(OC(C)(C)C)=O)F